C(#N)C(C(=O)OCC(CC)CC)=C 2-ethylbutyl cyanoacrylate